1-[(4-chlorophenyl)sulfonyl]-N-(2-methyl-5-benzothiazolyl)-4-piperidinecarboxamide ClC1=CC=C(C=C1)S(=O)(=O)N1CCC(CC1)C(=O)NC=1C=CC2=C(N=C(S2)C)C1